N1(N=CC=C1)[C@@H](C)[C@H]1CN([C@H](CO1)CC1=CC=C(C=C1)Cl)C(=O)OC(C)(C)C (2R,5S)-tert-butyl 2-((S)-1-(1H-pyrazol-1-yl)ethyl)-5-(4-chlorobenzyl)morpholine-4-carboxylate